4-((2-(2-(2-(2-aminoethoxy)ethoxy)ethoxy)ethyl)thio)-1-oxoisoindolin NCCOCCOCCOCCSC1=C2CNC(C2=CC=C1)=O